CC1=CC=C(C=N1)[C@H]1[C@H](C1)C(C)=O [(1S,2R)-2-(6-methylpyridin-3-yl)cyclopropyl]ethanone